COS(OC)(OC)CCC[SiH3] trimethoxymercaptopropyl-silane